6,7a,8,9,10,10a-hexahydro-5H-cyclopenta[4,5]imidazo[1,2-a]quinazoline-3-sulfonamide C1=CC(=CC=2CNC=3N(C12)C1C(N3)CCC1)S(=O)(=O)N